N-((1-((2-(3,5-dichlorophenyl)-6-((5-fluoro-6-(piperazin-1-yl)pyridin-3-yl)oxy)pyridin-4-yl)methyl)-4-hydroxypiperidin-4-yl)methyl)acetamide ClC=1C=C(C=C(C1)Cl)C1=NC(=CC(=C1)CN1CCC(CC1)(O)CNC(C)=O)OC=1C=NC(=C(C1)F)N1CCNCC1